N1C(=NCC1)C1=C(C=C(C=C1)C1=NC=CC=C1)OC 2-(4-(4,5-dihydro-1H-imidazol-2-yl)-3-methoxyphenyl)pyridine